4-(4-methylpiperazin-1-ylmethyl)-N-[4-methyl-3-(4-pyridin-3-ylthiazol-2-ylamino)phenyl]benzamide CN1CCN(CC1)CC1=CC=C(C(=O)NC2=CC(=C(C=C2)C)NC=2SC=C(N2)C=2C=NC=CC2)C=C1